1-(1-(6-(1H-benzo[d]imidazol-2-yl)pyridinyl)piperidin-4-yl)-2-(phenylamino)pyrimidine-4-Carboxamide N1C(=NC2=C1C=CC=C2)C2=CC=CC(=N2)N2CCC(CC2)N2C(N=C(C=C2)C(=O)N)NC2=CC=CC=C2